chloro-N-(4-(2-(4-chlorophenoxy)acetamido)cyclohexyl)-4-ethyl-3,4-dihydro-2H-benzo[b][1,4]oxazine-2-carboxamide ClC1(CN(C2=C(O1)C=CC=C2)CC)C(=O)NC2CCC(CC2)NC(COC2=CC=C(C=C2)Cl)=O